N-benzyl-N,N-dimethylmethylammonium dichloride [Cl-].[Cl-].C(C1=CC=CC=C1)[N+](C)(C)C.C(C1=CC=CC=C1)[N+](C)(C)C